CN(CCNCC=1C=C2C=CN(C2=CC1)CC(F)(F)F)C 5-({[2-(dimethylamino)ethyl]amino}methyl)-1-(2,2,2-trifluoroethyl)-1H-indol